BrC1=CC=CC2=CC=C3C=CC=CC3=C21 10-bromobenzonaphthalene